C(#N)C1N(CSC1)C(CC1=NC2=CC=C(C=C2C(=C1)C(=O)N)CC=1C=NC(=CC1C)C)=O (2-(4-Cyanothiazolidin-3-yl)-2-oxoethyl)-6-((4,6-dimethylpyridin-3-yl)methyl)quinoline-4-carboxamide